(S)-6-ethyl-3-((3-(2-(2-(methylamino)propanamido)ethyl)phenyl)amino)-5-((tetrahydro-2H-pyran-4-yl)amino)pyrazine-2-carboxamide C(C)C1=C(N=C(C(=N1)C(=O)N)NC1=CC(=CC=C1)CCNC([C@H](C)NC)=O)NC1CCOCC1